C(C)(C)C1=C(C=C(C=C1)C(C)C)C1=CC(=CC=C1)C(C)C 2,3',5-triisopropylbiphenyl